4-(6-p-toluenesulfonylimidazo[4,5-d]pyrrolo[2,3-b]pyridin-1(6H)-yl)piperazine hydrochloride Cl.CC1=CC=C(C=C1)S(=O)(=O)N1C=CC=2C1=NC=C1C2N(C=N1)N1CCNCC1